4-methyl-1-(3-methylsulfonylphenyl)pyrazol-3-amine CC=1C(=NN(C1)C1=CC(=CC=C1)S(=O)(=O)C)N